C1(CC1)C1=C(C(=NO1)C1=C(C=CC=C1Cl)Cl)COC1CCN(CC1)C=1C=NC(=NC1)/C(/N)=N/O (Z)-5-(4-((5-cyclopropyl-3-(2,6-dichlorophenyl)isoxazol-4-yl)methoxy)piperidin-1-yl)-N'-hydroxypyrimidine-2-carboximidamide